C1(CCCC1)[C@@H](C(=O)N([C@@H](CC(=O)OCC=C)C(=O)N(C)C)C)N(C)C(=O)OCC1C2=CC=CC=C2C=2C=CC=CC12 prop-2-enyl (3S)-3-[[(2S)-2-cyclopentyl-2-[9H-fluoren-9-ylmethoxycarbonyl(methyl)amino]acetyl]-methylamino]-4-(dimethylamino)-4-oxobutanoate